C(#C)C1CC2CCC(C1)N2C(=O)OC(C)(C)C tert-Butyl 3-ethynyl-8-azabicyclo[3.2.1]octane-8-carboxylate